FC=1C(=NC=CC1)C1=CC2=C(N(C=N2)C2=CC3=C(C(NCO3)=O)C(=C2)OC)C=C1 7-[5-(3-fluoro-2-pyridinyl)benzimidazol-1-yl]-5-methoxy-2,3-dihydro-1,3-benzoxazin-4-one